BrC1=CC(=CC=C1)OC(F)F 1-bromo-3-(difluoromethoxy)benzene